BrC=1C=C2C(=NN(C2=NC1)C(=O)OC(C)(C)C)\C=C\C1CC1 (E)-5-bromo-3-(2-cyclopropylvinyl)-1-BOC-7-azaindazole